(((1R)-1-(2-cyano-3-(6,6-difluoro-3-azabicyclo[3.1.0]hexan-3-yl)-7-methylquinoxalin-5-yl)ethyl)amino)benzoic acid C(#N)C1=NC2=CC(=CC(=C2N=C1N1CC2C(C2C1)(F)F)[C@@H](C)NC1=C(C(=O)O)C=CC=C1)C